8-fluoro-1-(methylamino)-1,2,4,5-tetrahydropyrano[3,4-c]isoquinolin-6-one trifluoroacetate salt FC(C(=O)O)(F)F.FC=1C=CC=2C3=C(NC(C2C1)=O)COCC3NC